(R)-2-((5-fluoro-2-methoxyphenyl)(1H-indol-2-yl)methyl)-6-(piperazin-1-yl)isoindolin-1-one FC=1C=CC(=C(C1)[C@@H](N1C(C2=CC(=CC=C2C1)N1CCNCC1)=O)C=1NC2=CC=CC=C2C1)OC